C(C)(=O)OCC[C@@H]1CN(CCC1)C1=NC=C(N=C1CC)C#CCOC1OCCCC1 2-((3R)-1-(3-ethyl-5-(3-((tetrahydro-2H-pyran-2-yl)oxy)prop-1-yn-1-yl)pyrazine-2-yl)piperidin-3-yl)ethyl acetate